tris(2-furyl)phosphane O1C(=CC=C1)P(C=1OC=CC1)C=1OC=CC1